COC1=CC(=NC=N1)O[C@@H]1C[C@@H](N(C1)C(=O)OC(C)(C)C)C tert-butyl (2S,4R)-4-(6-methoxypyrimidin-4-yl)oxy-2-methyl-pyrrolidine-1-carboxylate